2,2-Diethoxyacetamide C(C)OC(C(=O)N)OCC